5-ethynyl-2,3-dimethylthiophene C(#C)C1=CC(=C(S1)C)C